apigenin-8-aL O1C(=CC(=O)C=2C(O)=CC(O)=C(C12)C=O)C1=CC=C(O)C=C1